BrC1=CC=C(C=C1)C(CC(=O)OC)C Methyl 3-(4-bromophenyl)butyrate